ClC1=CC(=C(C(=C1)C(C)C)NC(=O)NS(=O)(=O)C1=CC2=C(O1)C1CCC(C2(C)O)C1)C(C)C N-((4-chloro-2,6-diisopropylphenyl)carbamoyl)-4-hydroxy-4-methyl-5,6,7,8-tetrahydro-4H-5,8-methanocyclohepta[b]furan-2-sulfonamide